1-(6-bromopicolinoyl)-N-(4-(3-(pyridin-4-yl)phenyl)thiazol-2-yl)azetidine-2-carboxamide BrC1=CC=CC(=N1)C(=O)N1C(CC1)C(=O)NC=1SC=C(N1)C1=CC(=CC=C1)C1=CC=NC=C1